C12CN(CCCC2C1)C=1C2=C(N=C(N1)OC[C@]13CCCN3C[C@@H](C1)F)C(=C(N=C2)C2=CC(=CC1=CC=C(C(=C21)C#C)F)O)F 4-(4-(3-Azabicyclo[5.1.0]octan-3-yl)-8-fluoro-2-(((2R,7aS)-2-fluorotetrahydro-1H-pyrrolizin-7a(5H)-yl)methoxy)pyrido[4,3-d]pyrimidin-7-yl)-5-ethynyl-6-fluoronaphthalen-2-ol